FC1=CC=C(C=C1)[C@@H]1N(CCC2=CC=CC=C12)C(=O)[C@@H]1OC[C@@H]([C@H](C1)NS(=O)(=O)C1=CC=C(C=C1)C)SC N-((2R,4S,5R)-2-((S)-1-(4-fluorophenyl)-1,2,3,4-tetrahydroisoquinoline-2-carbonyl)-5-(methylsulfanyl)tetrahydro-2H-pyran-4-yl)-4-methylbenzenesulfonamide